4-(5-Chloro-2-((8-(((1,1,1,3,3,3-hexafluoropropan-2-yl)oxy)carbonyl)-1,8-diazaspiro[4.5]decan-1-yl)methyl)phenoxy)butanoic acid ClC=1C=CC(=C(OCCCC(=O)O)C1)CN1CCCC12CCN(CC2)C(=O)OC(C(F)(F)F)C(F)(F)F